N-(2-methyl-2-azaspiro[3.3]heptan-6-yl)-5-(1,8-naphthyridin-3-yl)pyrrolo[2,1-f][1,2,4]triazin-2-amine CN1CC2(C1)CC(C2)NC2=NN1C(C=N2)=C(C=C1)C=1C=NC2=NC=CC=C2C1